3-((S)-2-((E)-3-(4-chloro-2-fluorophenyl)acrylamido)-3-cyclopropylpropanamido)-N-cyclopropyl-2-oxo-4-((S)-2-oxopyrrolidin-3-yl)butanamide ClC1=CC(=C(C=C1)/C=C/C(=O)N[C@H](C(=O)NC(C(C(=O)NC1CC1)=O)C[C@H]1C(NCC1)=O)CC1CC1)F